C[C@@H]1OC2=C([C@H]1NS(=O)(=O)C)C=CC(=C2)C=2C1=C(N=C(N2)N2[C@H](CC2)C)CCC1 N-((2s,3r)-2-methyl-6-(2-((S)-2-methylazetidin-1-yl)-6,7-dihydro-5H-cyclopenta[d]pyrimidin-4-yl)-2,3-dihydrobenzofuran-3-yl)methanesulfonamide